FC(C(=O)O)(F)F.NCC(CN1N=NN(C1=O)C1=CC=C(C=C1)C=1C=C2CCC(N(C2=CC1)C)=O)=C(F)F 6-[4-[4-[2-(aminomethyl)-3,3-difluoro-allyl]-5-oxo-tetrazol-1-yl]phenyl]-1-methyl-3,4-dihydroquinolin-2-one trifluoroacetate